COC1=CC=C(CNC2N(CCC2)C(=O)[O-])C=C1 ((4-methoxybenzyl)amino)pyrrolidine-1-carboxylate